BrC1=CC=C(COC2=CC=C3CCN(CC3=C2)CC2=NC3=C(N2C[C@H]2OCC2)C=C(C=C3)C(=O)O)C=C1 (S)-2-((7-((4-bromobenzyl)oxy)-3,4-dihydroisoquinolin-2(1H)-yl)methyl)-1-((oxetan-2-yl)methyl)-1H-benzo[d]imidazole-6-carboxylic acid